tert-Butyl (4aS,10bS)-1,4a,5,10b-tetrahydro-2H-chromeno[3,4-c]pyridine-3(4H)-carboxylate C1[C@H]2[C@@H](CN(C1)C(=O)OC(C)(C)C)COC=1C=CC=CC12